ClC=1C=C(C=CC1N1N=CC(=C1)CO)NC(=O)C=1C=NN(C1C(F)(F)F)C1=C2C=CC=NC2=CC=C1 N-(3-chloro-4-(4-(hydroxymethyl)-1H-pyrazol-1-yl)phenyl)-1-(quinolin-5-yl)-5-(trifluoromethyl)-1H-pyrazole-4-carboxamide